(1S,3R)-3-t-butoxycarbonylaminocyclohexanecarboxylic acid C(C)(C)(C)OC(=O)N[C@H]1C[C@H](CCC1)C(=O)O